4-(10H-phenoxazin-10-yl)benzaldehyde C1=CC=CC=2OC3=CC=CC=C3N(C12)C1=CC=C(C=O)C=C1